N[C@@H](C(=O)NC=1SC=C(N1)C1=C2C(=NC=C1)NC=C2)CC(C)C (2R)-2-Amino-4-methyl-N-[4-(1H-pyrrolo[2,3-b]pyridin-4-yl)thiazol-2-yl]pentanamide